(R)-4-(2-oxopyrrolidin-1-yl)-3-(4-methylphenyl)-N-((R)-1-(5-methoxypyridin-2-yl)ethyl)-4,5-dihydro-1H-pyrazole-1-carboxamide O=C1N(CCC1)[C@H]1C(=NN(C1)C(=O)N[C@H](C)C1=NC=C(C=C1)OC)C1=CC=C(C=C1)C